2-[(3aR,5R,6aS)-5-benzyl-5-hydroxy-octahydrocyclopenta[c]pyrrol-2-yl]-1-(1H-1,2,3-benzotriazol-5-yl)ethan-1-one C(C1=CC=CC=C1)C1(C[C@@H]2[C@@H](CN(C2)CC(=O)C2=CC3=C(NN=N3)C=C2)C1)O